N1=C(N=CC2=C1COC2)NC2=CC=C1CN(C(C1=C2)=O)C2CNCCC2 3-[6-(5,7-dihydrofuro[3,4-d]pyrimidin-2-ylamino)-1-oxo-isoindolin-2-yl]piperidine